(S)-Ethyl 1-(3-((4-cyano-3-(trifluoromethyl)phenyl)amino)-2-hydroxy-2-methyl-3-oxopropyl)-1H-indole-3-carboxylate C(#N)C1=C(C=C(C=C1)NC([C@@](CN1C=C(C2=CC=CC=C12)C(=O)OCC)(C)O)=O)C(F)(F)F